C(C)(=O)OCC(C)C=1C(NN=C(C1)OC1=C(C=C(C=C1Cl)N1C(C2=CC=CC=C2C1=O)=O)Cl)=O 2-(6-(2,6-dichloro-4-(1,3-dioxoisoindolin-2-yl) phenoxy)-3-oxo-2,3-dihydropyridazin-4-yl)propyl acetate